2-amino-2-(4-methoxyphenyl)-N-[3-(1H-pyrazol-4-yl)-1H-indol-7-yl]acetamide benzyl-N-[([1-[(quinolin-7-yl)carbamoyl]cyclobutyl]carbamoyl)methyl]carbamate C(C1=CC=CC=C1)OC(NCC(NC1(CCC1)C(NC1=CC=C2C=CC=NC2=C1)=O)=O)=O.NC(C(=O)NC=1C=CC=C2C(=CNC12)C=1C=NNC1)C1=CC=C(C=C1)OC